3-aminocrotonNitrile N\C(=C/C#N)\C